FC1=CC=C(C=C1)S(=O)(=O)N1[C@@H](C[C@H](C1)C1=CC=CC=C1)C1=NC(=NO1)CN (5-((2S,4S)-1-((4-fluorophenyl)sulfonyl)-4-phenylpyrrolidin-2-yl)-1,2,4-oxadiazol-3-yl)methylamine